(2S,4S)-4-methoxy-2-methylpyrrolidine-1-carboxylic acid CO[C@H]1C[C@@H](N(C1)C(=O)O)C